1-(1-ethyl-5-(trifluoromethyl)-1H-pyrazol-4-yl)ethan-1-ol C(C)N1N=CC(=C1C(F)(F)F)C(C)O